4-(6-amino-1-(4-amino-3-methylbenzyl)-1H-pyrazolo[3,4-d]pyrimidin-4-yl)picolinonitrile NC1=NC(=C2C(=N1)N(N=C2)CC2=CC(=C(C=C2)N)C)C2=CC(=NC=C2)C#N